methyl 6-((4-fluoro-1-methyl-1H-pyrazol-5-yl) methoxy)-2-methylindolizine-3-carboxylate FC=1C=NN(C1COC1=CN2C(=C(C=C2C=C1)C)C(=O)OC)C